N-(3-methoxybenzyl)-N-(4-(4-methylpiperazin-1-yl)benzyl)-4-((2-morpholinoethoxy)methyl)aniline COC=1C=C(CN(C2=CC=C(C=C2)COCCN2CCOCC2)CC2=CC=C(C=C2)N2CCN(CC2)C)C=CC1